((3S,4R)-4-(2,6-difluoro-4-methoxyphenyl)-1-(1-(1-hydroxy-3-methoxypropane-2-yl)-2-oxo-1,2-dihydropyridin-3-yl)-2-oxopyrrolidin-3-yl)carbamic acid tert-butyl ester C(C)(C)(C)OC(N[C@@H]1C(N(C[C@H]1C1=C(C=C(C=C1F)OC)F)C=1C(N(C=CC1)C(CO)COC)=O)=O)=O